FC1=CC=C(C=C1)C=1OC2=C(CN(CC2)C=2N=C(C3=C(N2)CC[S@]3=O)NC3CCC(CC3)O)N1 (R)-2-(2-(4-fluorophenyl)-6,7-dihydro-oxazolo[4,5-c]pyridin-5(4H)-yl)-4-(((1s,4S)-4-hydroxycyclohexyl)amino)-6,7-dihydro-thieno[3,2-d]pyrimidine 5-oxide